S(=O)(=O)([O-])OOS(=O)(=O)[O-].[Ca+2] calcium monopersulfate